2,5-dicyclopentylidenecyclopentane-1-one C1(CCCC1)=C1C(C(CC1)=C1CCCC1)=O